potassium diethanolamine dithiocarbamic acid salt C(N)([S-])=S.N(CCO)CCO.[K+]